(2-amino-3-chlorophenyl)(phenyl)methanone NC1=C(C=CC=C1Cl)C(=O)C1=CC=CC=C1